C1=NC=C(C2=CC=CC=C12)N1C(N(C2=CC=C(C=C2C1=O)C(F)(F)F)CC1(CC1)C(=O)O)=O 1-((3-(isoquinolin-4-yl)-2,4-dioxo-6-(trifluoromethyl)-3,4-dihydroquinazolin-1(2H)-yl)methyl)cyclopropane-1-carboxylic acid